2,2',2''-(10-((6-fluoropyridin-2-yl)methyl)-1,4,7,10-tetraazacyclododecane-1,4,7-triyl)triacetic acid FC1=CC=CC(=N1)CN1CCN(CCN(CCN(CC1)CC(=O)O)CC(=O)O)CC(=O)O